C1(=CC=C(C=C1)C)C(C)C.[Ru] ruthenium p-cymene